6-hydroxy-2-((E)-3-trifluoromethylphenylallyl)benzofuran-3(2H)-one OC1=CC2=C(C(C(O2)C\C=C\C2=CC(=CC=C2)C(F)(F)F)=O)C=C1